CC(CCCCCCCC)=O (E)-2-decanal